N-(3-((2-chloro-4-((5-cyclopropyl-3-(2,6-dichlorophenyl)isoxazol-4-yl)methoxy)phenyl)ethynyl)phenyl)methanesulfonamide 4-(2-chloroethyl)-3-methyl-piperazine-1-carboxylate ClCCN1C(CN(CC1)C(=O)O)C.ClC1=C(C=CC(=C1)OCC=1C(=NOC1C1CC1)C1=C(C=CC=C1Cl)Cl)C#CC=1C=C(C=CC1)NS(=O)(=O)C